(4-bromo-1H-pyrrolo[2,3-c]pyridin-7-yl)methanamine BrC1=C2C(=C(N=C1)CN)NC=C2